FC(C=1C=NC=CC1CN(C(=O)N[C@H]1COCC1(F)F)C)F 1-[[3-(difluoromethyl)-4-pyridyl]methyl]-3-[(3S)-4,4-difluorotetrahydrofuran-3-yl]-1-methyl-urea